7-[5-CHLORO-2-(PYRROLIDIN-1-YL)PHENYL]-N-[(2,4-DIMETHOXYPHENYL)METHYL]CINNOLIN-4-AMINE ClC=1C=CC(=C(C1)C1=CC=C2C(=CN=NC2=C1)NCC1=C(C=C(C=C1)OC)OC)N1CCCC1